N1(C=CC=C1)C1=CC2=C(NC(=N2)S(=O)(=O)O)C=C1 5-(1H-pyrrol-1-yl)-1H-benzo[d]imidazole-2-sulfonic acid